C(C)(C)(C)OC(=O)N1[C@H]2CN([C@@H](C1)C2)C2=NC=NC=1C(=C(C3=C(C21)C(OC3)CC#N)Br)Cl (1r,4r)-5-[6-bromo-5-chloro-9-(cyanomethyl)-7,9-dihydrofuro[3,4-f]quinazolin-1-yl]-2,5-diazabicyclo[2.2.1]heptane-2-carboxylic acid tert-butyl ester